P(=O)(OC[C@H]1O[C@@]([C@@H]([C@@H]1O)O)(C#N)C1=CC=C2C(=NC=NN21)N)(OC[C@@H](COCCCCCCCCCCCCCCCCCC)OCC2=CC=C(C=C2)C#N)O ((2R,3S,4R,5R)-5-(4-aminopyrrolo[2,1-f][1,2,4]triazin-7-yl)-5-cyano-3,4-dihydroxytetrahydrofuran-2-yl)methyl ((R)-2-((4-cyanobenzyl)oxy)-3-(octadecyloxy)propyl) hydrogen phosphate